C(C)(C)(C)OC(NC=1C=NN(C1C(F)(F)F)C(C)C)=O N-[1-(propan-2-yl)-5-(trifluoromethyl)-1H-pyrazol-4-yl]carbamic acid tert-butyl ester